(3S)-3-(3-fluoro-4-methoxyphenyl)-3-(2-oxo-3-(4-(5,6,7,8-tetrahydro-1,8-naphthyridin-2-yl)butyl)azetidin-1-yl)propionic acid FC=1C=C(C=CC1OC)[C@H](CC(=O)O)N1C(C(C1)CCCCC1=NC=2NCCCC2C=C1)=O